O.C[C@@H]1N(CC1)C1=NC(=CC(=N1)N1C[C@@H]2C([C@@H]2C1)CC(=O)O)C(F)(F)F [(1R,5S,6R)-3-{2-[(2S)-2-methylazetidin-1-yl]-6-(trifluoromethyl)pyrimidin-4-yl}-3-azabicyclo[3.1.0]hex-6-yl]acetic acid monohydrate